4-(hydroxymethyl)-3-(2-trimethylsilylethoxymethoxy)benzonitrile OCC1=C(C=C(C#N)C=C1)OCOCC[Si](C)(C)C